C(C)(C)(C)OC(=O)N1C[C@@H]2COC3=C(C(N2CC1)=O)C(=CC(=C3Cl)Br)OC (12aR)-9-bromo-10-chloro-7-methoxy-6-oxo-3,4,12,12a-tetrahydro-6H-pyrazino[2,1-c][1,4]benzooxazepine-2(1H)-carboxylic acid tert-butyl ester